C(C=C)(=O)O.C(=C)P vinyl-phosphine acrylate